(R)-6-Chloro-5-fluoro-1'-(3-(4-fluorobenzoyl)-1H-1,2,4-triazole-5-carbonyl)spiro[benzo[d][1,3]oxazine-4,3'-piperidin]-2(1H)-one ClC1=C(C2=C(NC(O[C@@]23CN(CCC3)C(=O)C3=NC(=NN3)C(C3=CC=C(C=C3)F)=O)=O)C=C1)F